P(O)(=O)(OP(=O)(O)OP(=O)(O)O)OC[C@@H]1[C@H](C[C@@H](O1)N1C(=O)NC(=O)C(=C1)F)O.CC1=NN(C2=NC=C(C=C21)B2OC(C(O2)(C)C)(C)C)C2OCCCC2 3-methyl-1-(oxan-2-yl)-5-(4,4,5,5-tetramethyl-1,3,2-dioxaborolan-2-yl)pyrazolo[3,4-b]pyridine 5-fluoro-2'-deoxyuridine-5'-triphosphate